ClC=1C=C(C=C2C(=NNC(C12)=O)CN1C(C2=CC=CC=C2C1=O)=O)C=1C=NN(C1C1=C(C2=C(S1)C=CC=C2)C#N)C 2-(4-(8-chloro-4-((1,3-dioxoisoindolin-2-yl)methyl)-1-oxo-1,2-dihydrophthalazin-6-yl)-1-methyl-1H-pyrazol-5-yl)benzo[b]thiophene-3-carbonitrile